1-(2,3-diphenylquinolin-6-yl)-3-(2-hydroxycyclopentyl)urea C1(=CC=CC=C1)C1=NC2=CC=C(C=C2C=C1C1=CC=CC=C1)NC(=O)NC1C(CCC1)O